8-((2S,5R)-4-((5-cyclopropyl-4H-1,2,4-triazol-3-yl)(4-fluorophenyl)methyl)-2,5-dimethylpiperazin-1-yl)-5-methyl-6-oxo-5,6-dihydro-1,5-naphthyridine-2-carbonitrile C1(CC1)C=1NC(=NN1)C(N1C[C@@H](N(C[C@H]1C)C1=CC(N(C=2C=CC(=NC12)C#N)C)=O)C)C1=CC=C(C=C1)F